C1(=CC=CC=C1)S(=O)(=O)ON1C(=O)C2C3C=CC(C2C1=O)C3 N-(phenylsulfonyloxy)bicyclo[2.2.1]hept-5-ene-2,3-dicarboximide